[SH-].[Na+] sodium hydrosulfide salt